C1(=CNC=2N=CC=3C=CC=CC3C21)C2CC(C2)C(=O)O (1s,3s)-3-(3H-pyrrolo[2,3-c]isoquinolin-1-yl)cyclobutane-1-carboxylic acid